4,4-difluoro-1-(4-methyl-3-phenylphenyl)piperidine sodium (E)-6,6'-(ethene-1,2-diyl)bis(3-cyanobenzenesulfonate) C(=C\C1=CC=C(C=C1S(=O)(=O)[O-])C#N)/C1=CC=C(C=C1S(=O)(=O)[O-])C#N.[Na+].FC1(CCN(CC1)C1=CC(=C(C=C1)C)C1=CC=CC=C1)F.[Na+]